CC(=C/C=C\C(=C/C=C\C(=C/C=C\C=C(\C)/C=C\C=C(\C)/C=C\C=C(\C)/C=O)\C)\C)C 4,4'-Diapolycopen-4-al